N-[3-amino-1-(tert-butoxycarbonylamino)-3-oxo-prop-1-enyl]carbamic acid tert-butyl ester C(C)(C)(C)OC(NC(=CC(=O)N)NC(=O)OC(C)(C)C)=O